L-2-1-hydroxyethyl-3-methylimidazole bisulfate S(O)(O)(=O)=O.OC(C)C1=NC=CN1C